FC(C1=NC2=C(N1)C=CC(=C2)C(=O)O)(F)F 2-(trifluoromethyl)-1H-benzo[d]Imidazole-5-carboxylic acid